8-(4'-methylphenyl)-5-pentyl-3-azabicyclo[5.4.0]undecane CC1=CC=C(C=C1)C1C2CC(CNCC2CCC1)CCCCC